4-Nitrobenzyl cyclopent-3-enecarboxylate C1(CC=CC1)C(=O)OCC1=CC=C(C=C1)[N+](=O)[O-]